N-((S)-4-methyl-1-oxo-1-(((S)-3-oxo-1-((S)-2-oxopyrrolidin-3-yl)-4-(2,3,5,6-tetrafluoro-phenoxy)butan-2-yl)amino)pentan-2-yl)-5-phenylisoxazole-3-carboxamide CC(C[C@@H](C(N[C@@H](C[C@H]1C(NCC1)=O)C(COC1=C(C(=CC(=C1F)F)F)F)=O)=O)NC(=O)C1=NOC(=C1)C1=CC=CC=C1)C